ClC1=CC=C(C=2C(C=3C=NNC3CC21)=O)CC 8-chloro-5-ethyl-1H-benzo[f]indazol-4(9H)-one